NC1=C(C(=C(C=C1)C(C=CC=1C=NN(C1)C)=O)O)[N+](=O)[O-] 1-(4-amino-2-hydroxy-3-nitrophenyl)-3-(1-methyl-1H-pyrazol-4-yl)prop-2-en-1-one